(4-amino-1-methyl-1H-pyrazolo[4,3-c][1,7]naphthyridin-8-yl)((4aS,9aR)-7-methyl-2,3,9,9a-tetrahydroindeno[2,1-b][1,4]oxazin-4(4aH)-yl)methanone NC1=NC=2C=NC(=CC2C2=C1C=NN2C)C(=O)N2[C@@H]1[C@H](OCC2)CC=2C=C(C=CC21)C